2-(4-tert-butyl-2-methyl-phenyl)-4,4,5,5-tetramethyl-1,3,2-dioxaborolane C(C)(C)(C)C1=CC(=C(C=C1)B1OC(C(O1)(C)C)(C)C)C